COC1=CC(=C(C=C1)NC1=C(C(=O)OC)C=C(C=C1)C(F)(F)F)C methyl 2-((4-methoxy-2-meth-ylphenyl)amino)-5-(trifluorometh-yl)benzoate